7-[(hydroxy-di-2-thienylacetyl)oxy]-9,9-dimethyl-3-oxa-9-azonia-tricyclo[3.3.1.02,4]nonane bromide [Br-].OC(C(=O)OC1CC2C3OC3C(C1)[N+]2(C)C)(C=2SC=CC2)C=2SC=CC2